6-(3-chloro-4-nitrophenyl)-5-methyl-2,3-diphenylpyrazolo[1,5-a]pyrimidin-7(4H)-one ClC=1C=C(C=CC1[N+](=O)[O-])C1=C(NC=2N(C1=O)N=C(C2C2=CC=CC=C2)C2=CC=CC=C2)C